2-(methylamino)-N-(methylsulfonyl)acetamide CNCC(=O)NS(=O)(=O)C